BrC=1C=C(C2=C(N(N=N2)C(C)C2=C(C=C(C=C2)Cl)Cl)C1)CF 6-bromo-1-(1-(2,4-dichlorophenyl)ethyl)-4-(fluoromethyl)-1H-benzo[d][1,2,3]triazole